S(=O)(=O)(O)[O-].[NH4+] ammonium (hydrogen) sulfate